N,N'-di-[2-(methanesulfonyloxy)-5-methyl-phenyl]urea CS(=O)(=O)OC1=C(C=C(C=C1)C)NC(=O)NC1=C(C=CC(=C1)C)OS(=O)(=O)C